(6-((5-(2-fluoro-5-(3-(trifluoromethyl)benzamido)phenethyl)-1H-pyrazol-3-yl)amino)-2-methylpyrimidin-4-yl)methyl methanesulfonate CS(=O)(=O)OCC1=NC(=NC(=C1)NC1=NNC(=C1)CCC1=C(C=CC(=C1)NC(C1=CC(=CC=C1)C(F)(F)F)=O)F)C